n-docosyl-ethyl-propyl-sulfonium C(CCCCCCCCCCCCCCCCCCCCC)[S+](CCC)CC